2-(3-((4-(2-(2-aminopyridin-3-yl)-6-phenyl-1H-benzo[d]imidazol-1-yl)benzyl)carbamoyl)phenyl)acetic acid NC1=NC=CC=C1C1=NC2=C(N1C1=CC=C(CNC(=O)C=3C=C(C=CC3)CC(=O)O)C=C1)C=C(C=C2)C2=CC=CC=C2